2-(4-fluorophenoxy)-N-[(3R,6S)-6-[5-[3-cis-(trifluoromethoxy)cyclobutyl]-1,3,4-oxadiazol-2-yl]tetrahydropyran-3-yl]acetamide FC1=CC=C(OCC(=O)N[C@H]2CO[C@@H](CC2)C=2OC(=NN2)C2(CCC2)OC(F)(F)F)C=C1